N-(2,3-dimethoxybenzylidene)thiazol-2-amine COC1=C(C=NC=2SC=CN2)C=CC=C1OC